COC1(CC1)C1(NC(NC1=O)=O)C1=CC=C(C(=O)O)C=C1 4-[4-(1-methoxycyclopropyl)-2,5-dioxoimidazolidin-4-yl]benzoic acid